N(=NC(C#N)(CC)C)C(C#N)(CC)C 2,2'-azobis(2-methylbutyronitril)